C[C@H]1[C@@H](OC1=O)C(=O)O (2R,3S)-3-methyl-4-oxo-oxetane-2-carboxylic acid